N1(N=CC=C1)C1=CC=C(C=C1)[C@@H](C)N1C2=NC(=NC=C2NC1=O)C=1C(=NC=CC1)C(C)C (R)-9-(1-(4-(1H-pyrazol-1-yl)phenyl)ethyl)-2-(2-isopropylpyridin-3-yl)-7,9-dihydro-8H-purin-8-one